OC[C@H]1O[C@@]2(CCCO2)[C@@H]([C@H]([C@H]1O)N1N=CC(=C1)C1=CC(=C(C(=C1)F)F)F)O (5S,7R,8R,9S,10R)-7-(hydroxymethyl)-9-(4-(3,4,5-trifluorophenyl)-1H-pyrazole-1-yl)-1,6-dioxaspiro[4.5]decane-8,10-diol